FC1=CC=C(CNC2=NC=3N(C=C2)N=CC3)C=C1 N-(4-fluorobenzyl)pyrazolo[1,5-a]pyrimidin-5-amine